4-Nitrophthalonitrile [N+](=O)([O-])C=1C=C(C(C#N)=CC1)C#N